tert-butyl (3S)-4-(6-chloro-2-((2-(dimethylamino)cyclopentyl)oxy)-7-(4,4,5,5-tetramethyl-1,3,2-dioxaborolan-2-yl)quinazolin-4-yl)-3-methylpiperazine-1-carboxylate ClC=1C=C2C(=NC(=NC2=CC1B1OC(C(O1)(C)C)(C)C)OC1C(CCC1)N(C)C)N1[C@H](CN(CC1)C(=O)OC(C)(C)C)C